(S)-6-(3-(tert-butoxycarbonyl)-5-((3-chloro-2,4-difluorophenyl)(methyl)carbamoyl)-2-oxoimidazolidin-1-yl)-4-(trifluoromethyl)thieno[2,3-b]pyridine-2-carboxylate C(C)(C)(C)OC(=O)N1C(N([C@@H](C1)C(N(C)C1=C(C(=C(C=C1)F)Cl)F)=O)C1=CC(=C2C(=N1)SC(=C2)C(=O)[O-])C(F)(F)F)=O